(1R,2E)-Cyclooct-2-en-1-yl N-(4-{[(2-{2-[2-(2,5-dioxo-2,5-dihydro-1H-pyrrol-1-yl) ethoxy] ethoxy} ethyl) carbamoyl] (hydroxy) methyl} phenyl)-N-methylcarbamate O=C1N(C(C=C1)=O)CCOCCOCCNC(=O)C(C1=CC=C(C=C1)N(C(O[C@H]1\C=C\CCCCC1)=O)C)O